N-[3-[4-[3-cis-(trifluoromethoxy)cyclobutyl]imidazol-1-yl]-1-bicyclo[1.1.1]pentanyl]acetamide methyl-5-chloro-1-((2-(trimethylsilyl)ethoxy)methyl)-1H-pyrazole-3-carboxylate COC(=O)C1=NN(C(=C1)Cl)COCC[Si](C)(C)C.FC(OC1(CCC1)C=1N=CN(C1)C12CC(C1)(C2)NC(C)=O)(F)F